(1S)-2-((1S,3S,5S)-3-cyano-2-azabicyclo[3.1.0]hexane-2-yl)-1-((1S,3R,5S)-3-(2-(2-morpholinoethoxy)ethoxy)adamantan-1-yl)-2-oxoethane-1-amine (2R,3S)-3-carboxy-2,3-dihydroxypropionate C(=O)(O)[C@H]([C@H](C(=O)O)O)O.C(#N)[C@H]1N([C@H]2C[C@H]2C1)C([C@@H](N)C12CC3(C[C@@H](CC(C1)C3)C2)OCCOCCN2CCOCC2)=O